C(C)OC(=O)C1=C(C=CC=C1)NC(=O)C1=CC(=C(C(=O)OCC)C=C1OC(C)=O)OC(C)=O Ethyl 4-(2-(ethoxycarbonyl)phenylaminocarbonyl)-2,5-diacetoxybenzoat